Butyl-1-isobutyl-4-hydroxy-3-n-propyl-pyrazol C(CCC)C1=C(C(=NN1CC(C)C)CCC)O